FC(OC1=CC2=C(N=C(N=C2)NC2=CC3=C(CS(C3)(=O)=O)C=C2)N(C1=O)[C@H]1[C@](CCC1)(C)O)F 6-(difluoromethoxy)-2-((2,2-dioxo-1,3-dihydrobenzo[c]thiophen-5-yl)amino)-8-((1R,2R)-2-hydroxy-2-methylcyclopentyl)pyrido[2,3-d]pyrimidin-7(8H)-one